C(C)(C)(C)OC(C(C)(C)Br)=O 2-bromoisobutyric tert-butyl ester